((1s,3s)-3-Hydroxy-3-methylcyclobutyl)(6-((1-methyl-1H-pyrrolo[2,3-b]pyridin-6-yl)methyl)-2-azaspiro[3.3]heptan-2-yl)methanon OC1(CC(C1)C(=O)N1CC2(C1)CC(C2)CC2=CC=C1C(=N2)N(C=C1)C)C